ethyl 1-(6-(3-chlorophenyl)quinolin-2-yl)piperidine-4-carboxylate ClC=1C=C(C=CC1)C=1C=C2C=CC(=NC2=CC1)N1CCC(CC1)C(=O)OCC